2-(2-Chloro-5-(2-hydroxypropan-2-yl)-8-oxothieno[2',3':4,5]pyrrolo[1,2-d][1,2,4]triazin-7(8H)-yl)-N-(3,3-dimethylcyclobutyl)acetamide ClC1=CC2=C(C=C3N2C(=NN(C3=O)CC(=O)NC3CC(C3)(C)C)C(C)(C)O)S1